Yttrium carbide [C-]#[C].[Y]